2-Methyl-N-(3-((4-methylpiperazin-1-yl)methyl)-1,2,4-thiadiazol-5-yl)-5-(3-(trifluoro-methoxy)phenyl)thiophene-3-carboxamide CC=1SC(=CC1C(=O)NC1=NC(=NS1)CN1CCN(CC1)C)C1=CC(=CC=C1)OC(F)(F)F